1-[4,5-bis(benzyloxy)-6-[(benzyloxy)methyl]oxan-3-yl]-3-methanesulfonylurea C(C1=CC=CC=C1)OC1C(COC(C1OCC1=CC=CC=C1)COCC1=CC=CC=C1)NC(=O)NS(=O)(=O)C